P(=O)(O)(O)O.NC(C(=O)O)CC aminobutyric acid phosphate